COC1=CC2=C(N(C(C3N(C2=O)CCCC3)OC3OCCCC3)C(=O)[O-])C=C1 2-methoxy-12-oxo-6-((tetrahydro-2H-pyran-2-yl)oxy)-6,6a,7,8,9,10-hexahydrobenzo[e]pyrido-[1,2-a][1,4]diazepine-5(12H)-carboxylate